N1=CC=CC2=C(C=CC=C12)C=1C(=NC(=CC1)N)N quinolin-5-yl-pyridine-2,6-diamine